OC(C(O)C=CC(=O)O)C=CC(=O)O.BrC1=CC=C(C=C1)N1N=C(C(=C1)C1OCC(N1CCC1=CC=C(C=C1)OC)=O)C1=CC=C(C=C1)F 2-(1-(4-bromophenyl)-3-(4-fluorophenyl)-1H-pyrazol-4-yl)-3-(4-methoxyphenylethyl)oxazolidin-4-one (1,2-dihydroxyethylene)diacrylate